2-(methylthio)-1-(2-(5-(p-tolyl)isoxazol-3-yl)piperidin-1-yl)propan-1-one CSC(C(=O)N1C(CCCC1)C1=NOC(=C1)C1=CC=C(C=C1)C)C